3-ethynyltetrahydrofuran C(#C)C1COCC1